OC1=CC=C(C=C1)NCC=C(C)C N-(4-hydroxyphenyl)-3-methyl-but-2-enamine